C[C@H](C[NH3+])C(=O)[O-] The molecule is zwitterionic form of (R)-3-aminoisobutyric acid having an anionic carboxy group and a protonated amino group; major species at pH 7.3. It is an amino acid zwitterion and a 3-aminoisobutanoic acid zwitterion. It is a tautomer of a (R)-3-aminoisobutyric acid.